C(CCOC1=CC=C(C=C1C=1C(=C(C=C(C1)C(C)(CC(C)(C)C)C)N1C2=CC=C(C=C2C=2C=C(C=CC12)C(C)(C)C)C(C)(C)C)O)F)OC1=CC=C(C=C1C=1C(=C(C=C(C1)C(C)(CC(C)(C)C)C)N1C2=CC=C(C=C2C=2C=C(C=CC12)C(C)(C)C)C(C)(C)C)O)F 6',6'''-(propane-1,3-diylbis(oxy))bis(3-(3,6-di-tert-butyl-9H-carbazol-9-yl)-3'-fluoro-5-(2,4,4-trimethylpentan-2-yl)-[1,1'-biphenyl]-2-ol)